2-amino-pyrid-2-yl-ethane NC1(NC=CC=C1)CC